4-nonyl-1,3-oxazolin-5-one C(CCCCCCCC)C1N=COC1=O